(R)-5-(2-methoxy-4-(trifluoromethyl)phenyl)-1-methyl-N-(1-methylpiperidin-3-yl)-1H-imidazo[4,5-b]pyridin-2-amine COC1=C(C=CC(=C1)C(F)(F)F)C1=CC=C2C(=N1)N=C(N2C)N[C@H]2CN(CCC2)C